C1CCCCC1.[Al] aluminum cyclohexane